8-(6-tert-butylpyridin-3-yl)-6-oxo-2H,3H,4H,6H-pyrido[2,1-b][1,3]thiazine-7-carbonitrile C(C)(C)(C)C1=CC=C(C=N1)C=1C=C2SCCCN2C(C1C#N)=O